FC=1C(=C(C=CC1F)[C@@H]1[C@H](O[C@@](C1)(C(F)(F)F)C)C(=O)NC1=CC(=[N+](C=C1)[O-])C(=O)N)OC (2S,3R,5S)-4-[[3-(3,4-Difluoro-2-methoxy-phenyl)-5-methyl-5-(trifluoromethyl)tetrahydrofuran-2-carbonyl]amino]-1-oxido-pyridin-1-ium-2-carboxamid